C(C)(C)[C@H]1N(CCNC1)C1=CC(N(C=2C=CC(=NC12)C#N)C)=O (R)-8-(2-isopropylpiperazin-1-yl)-5-methyl-6-oxo-5,6-dihydro-1,5-naphthyridine-2-carbonitrile